N[C@@H]1C(N(C=2N(CC1)N=C(C2)C2C(C2)(F)F)C)=O (6S)-6-amino-2-(2,2-difluorocyclopropyl)-4-methyl-7,8-dihydro-4H-pyrazolo[1,5-a][1,3]diazepin-5(6H)-one